C1(CCCC1)NC(=O)NC=1C=C(C2=C(N=C(N=C2)NC2=CC(=CC=C2)N(C2CCC(CC2)CS(=O)(=O)C)C)N1)C#C 1-cyclopentyl-3-(5-ethynyl-2-((3-(methyl((1r,4r)-4-((methylsulfonyl)methyl)cyclohexyl)amino)phenyl)amino)pyrido[2,3-d]pyrimidin-7-yl)urea